BrC1=C(C=CC(=C1)C)CS(=O)(=O)NC1=C(C=C(C=C1)C1=NC=2C=NC(=NC2N(C1=O)C(C)C)N[C@@H]1CN(C[C@H](C1)F)C(=O)OC(C)(C)C)F tert-Butyl (3S,5S)-3-((6-(4-(((2-bromo-4-methylphenyl)methyl)sulfonamido)-3-fluorophenyl)-8-isopropyl-7-oxo-7,8-dihydropteridin-2-yl)amino)-5-fluoropiperidine-1-carboxylate